N[C@H](C(F)(F)C1=C(C=2N=NN=C(C2S1)NCC1=CC=NC=C1)Br)C (S)-6-(2-amino-1,1-difluoropropyl)-7-bromo-N-(pyridin-4-ylmethyl)thieno[3,2-d][1,2,3]triazin-4-amine